6-(2-(2-chlorophenyl)-2-hydroxyacetyl)-2-(1-phenylcyclopropyl)-5,6,7,8-tetrahydropyrido[4,3-d]pyrimidin-4(3H)-one ClC1=C(C=CC=C1)C(C(=O)N1CC2=C(N=C(NC2=O)C2(CC2)C2=CC=CC=C2)CC1)O